4-[4-(1,3-benzodioxol-5-yl)-5-pyridin-2-yl-1H-imidazol-2-yl]benzamide O1COC2=C1C=CC(=C2)C=2N=C(NC2C2=NC=CC=C2)C2=CC=C(C(=O)N)C=C2